(+-)-1-((1S,4R)-7-azabicyclo[2.2.1]heptan-2-yl)-2-methylpropan-2-ol hydrochloride Cl.[C@@H]12[C@H](C[C@@H](CC1)N2)CC(C)(O)C |&1:2|